C1(CC1)C1=NNC(=N1)C1=CC=C(C=C1)NC(C1=CC(=CC=C1)CN1CC(SCC1)(C)C)=O N-(4-(3-cyclopropyl-1H-1,2,4-triazol-5-yl)phenyl)-3-((2,2-dimethylthiomorpholino)methyl)benzamide